4-[(5-tert-butyl-2-methylphenyl)thio]benzophenone C(C)(C)(C)C=1C=CC(=C(C1)SC1=CC=C(C(=O)C2=CC=CC=C2)C=C1)C